ClC1=C(C(=NC=C1)CNC=O)CCC(=O)OCC ethyl 3-(4-chloro-2-(formamidomethyl)pyridin-3-yl)propanoate